BrC1=CN(C2=C(C(=CC=C12)Cl)Cl)CCC#N 3-(3-Bromo-6,7-dichloro-1H-indol-1-yl)propanenitrile